(R)-(-)-2-[{4-[(7-chloroquinolin-4-yl)amino]pentyl}(ethyl)amino]ethanol ClC1=CC=C2C(=CC=NC2=C1)N[C@@H](CCCN(CCO)CC)C